FC1=C(C=CC2=C1N(C(=N2)C2=CC=C(C=C2)S(=O)(=O)C)C)C2CCN(CC2)C2CCN(CC2)C(C)C 7-fluoro-6-(1'-isopropyl-[1,4'-bipiperidin]-4-yl)-1-methyl-2-(4-(methylsulfonyl)phenyl)-1H-benzo[d]imidazole